(3S,5R)-3-[3-[(7-amino-4-methyl-2,3-dioxo-1H-quinoxalin-5-yl)oxy]propyl]-4,4-difluoro-5-methylpiperidine-1-carboxylic acid tert-butyl ester C(C)(C)(C)OC(=O)N1C[C@@H](C([C@@H](C1)C)(F)F)CCCOC1=C2N(C(C(NC2=CC(=C1)N)=O)=O)C